rel-(1R,5R,6R)-N-(3-methylphenyl)-2-oxabicyclo[3.1.0]hexane-6-carboxamide CC=1C=C(C=CC1)NC(=O)[C@@H]1[C@H]2CCO[C@@H]12 |o1:10,11,15|